2-(5-amino-2-(furan-2-yl)-7H-pyrazolo[4,3-e][1,2,4]triazolo[1,5-c]pyrimidin-7-yl)-N-(benzo[d][1,3]dioxol-5-ylmethyl)-2-phenylpropanamide NC1=NC2=C(C=3N1N=C(N3)C=3OC=CC3)C=NN2C(C(=O)NCC2=CC3=C(OCO3)C=C2)(C)C2=CC=CC=C2